NCCN1CCOCCC1 N-(2-aminoethyl)-1,4-oxazepan